7-chloro-2-tetrahydropyran-4-yl-3H-imidazo[4,5-b]pyridine ClC1=C2C(=NC=C1)NC(=N2)C2CCOCC2